C(C)(C)(C)OC(N(C)CCCCN1C2=C(N(C(C3=C1C=C(C=C3)Cl)=O)C)C=CC=C2)=O.C(C)(C)(C)NC=2C=NC3=CC=CC=C3N2 3-(tert-butylamino)quinoxaline tert-butyl-[4-(3-chloro-10-methyl-11-oxo-10,11-dihydro-5H-dibenzo[b,e][1,4]diazepin-5-yl)butyl]methylcarbamate